1-(3-Chloro-4-{2-[1-(3-methoxy-propyl)-1H-pyrazol-4-ylamino]-thiazol-4-yl}-phenyl)-pyrrolidin-2-one ClC=1C=C(C=CC1C=1N=C(SC1)NC=1C=NN(C1)CCCOC)N1C(CCC1)=O